C(C)S(=O)(=O)C=1C=C(C=NC1C1=NC=2N(C=C1)N=C(N2)C(F)(F)F)C=2SC=CN2 2-(5-(ethylsulfonyl)-6-(2-(trifluoromethyl)-[1,2,4]triazolo[1,5-a]pyrimidin-5-yl)pyridin-3-yl)thiazole